CS(=O)(=O)C1=CC=C(C=C1)NC=1N=CC2=CC=NC=C2C1 N-(4-(methylsulfonyl)phenyl)-2,6-naphthyridin-3-amine